ClC1=C(OC=2C=C(C(=NC2)OC)SCC2=CC=C(C=C2)OC)C(=CC(=C1)[N+](=O)[O-])Cl 5-(2,6-dichloro-4-nitro-phenoxy)-2-methoxy-3-[(4-methoxyphenyl)methylsulfanyl]pyridine